4,4-diamino-3,3-dimethyl-diphenyl-cyclohexane NC1(C(CC(CC1)(C1=CC=CC=C1)C1=CC=CC=C1)(C)C)N